(5RS,6RS)-2-[(3,5-Dichloropyridin-2-yl)methyl]-5-[(3,3-difluoropyrrolidin-1-yl)carbonyl]-6-(trifluoromethyl)-5,6,7,8-tetrahydro[1,2,4]triazolo[4,3-a]pyridin-3(2H)-one ClC=1C(=NC=C(C1)Cl)CN1N=C2N([C@H]([C@@H](CC2)C(F)(F)F)C(=O)N2CC(CC2)(F)F)C1=O |r|